C1(=CC=CC=C1)C=1C=C(C2=C(C=CS2)C1)N1C(=CC2=CC=CC=C12)C=1C=NC=CC1 5-phenyl-7-(2-(3-pyridyl)-1H-1-indolyl)benzothiophene